L-alanylglycyl-L-leucyl-L-alanino-4-nitrobenzylamide N[C@@H](C)C(=O)NCC(=O)N[C@@H](CC(C)C)C(=O)N([C@@H](C)C(=O)O)[N-]CC1=CC=C(C=C1)[N+](=O)[O-]